OCCS(=O)(=O)NC1=CC(=C(C=C1)NC(=O)C=1SC=C(C1)N1CCCCC1)N1CCC2(CC2)CC1 N-(4-((2-hydroxyethyl)sulfonylamino)-2-(6-azaspiro[2.5]oct-6-yl)phenyl)-4-(piperidin-1-yl)thiophene-2-carboxamide